N-(3-(4-(1,1-difluoroethyl)-6-methylpyrimidin-2-yl)-1-methyl-1H-pyrrolo[2,3-c]pyridin-5-yl)acetamide FC(C)(F)C1=NC(=NC(=C1)C)C1=CN(C2=CN=C(C=C21)NC(C)=O)C